COC(NC(NC1=C(C=C(C(=C1)SCC(F)(F)F)C)F)=S)=O Methyl-({2-fluoro-4-methyl-5-[(2,2,2-trifluoroethyl)sulfanyl]phenyl}-carbamothioyl)carbamat